tris(2,4,6-trimethylbenzoyl)ethylgermanium CC1=C(C(=O)[Ge](CC)(C(C2=C(C=C(C=C2C)C)C)=O)C(C2=C(C=C(C=C2C)C)C)=O)C(=CC(=C1)C)C